3,5-difluoro-N-(2-methoxy-5-(4-(piperazin-1-yl)pyrido[3,2-d]pyrimidin-6-yl)pyridin-3-yl)pyridine-4-sulfonamide trifluoroacetate salt FC(C(=O)O)(F)F.FC=1C=NC=C(C1S(=O)(=O)NC=1C(=NC=C(C1)C=1C=CC=2N=CN=C(C2N1)N1CCNCC1)OC)F